OC(COC=1C=C2C(C(OCC2=CC1OC)C)=O)CN1CCN(CC1)C1=C(C=CC=C1)OC 6-(2-hydroxy-3-(4-(2-methoxyphenyl)piperazin-1-yl)propoxy)-7-methoxy-3-methylisochroman-4-one